NC1=C(C(=NC=N1)OC1=C(C=C(C=C1)C1=NN(C(=C1C(=O)N)C(F)(F)F)C1=NC=CC(=N1)C)F)Cl [4-(6-amino-5-chloro-pyrimidin-4-yl)oxy-3-fluoro-phenyl]-1-(4-methylpyrimidin-2-yl)-5-(trifluoromethyl)pyrazole-4-carboxamide